IC1=CN=C(S1)C 5-iodo-2-methyl-1,3-thiazole